FC(C(=O)O)(F)F.BrC1=CC=CC=2C=3C(CN(C3C=CC21)C(NC2=CC=C(C=C2)OC)=N)C 6-Bromo-N-(4-methoxyphenyl)-1-methyl-1,2-dihydro-3H-benzo[e]indole-3-carboximidamide 2,2,2-trifluoroacetic acid salt